1-propyl-3,4-dihydroisoquinoline-2(1H)-carboxylic acid tert-butyl ester C(C)(C)(C)OC(=O)N1C(C2=CC=CC=C2CC1)CCC